3-ethynylbicyclo[3.1.0]hexan-3-ol C(#C)C1(CC2CC2C1)O